(1S,2S)-N-[8-amino-6-(4-methylpyridin-3-yl)-2,7-diazaNaphthalen-3-yl]-2-(2-hydroxypropan-2-yl)cyclopropane-1-carboxamide NC=1N=C(C=C2C=C(N=CC12)NC(=O)[C@@H]1[C@H](C1)C(C)(C)O)C=1C=NC=CC1C